tert-butyl (1R,5S)-7-ethynyl-7-methyl-3-oxa-9-azabicyclo[3.3.1]nonane-9-carboxylate C(#C)C1(C[C@H]2COC[C@@H](C1)N2C(=O)OC(C)(C)C)C